(5-(3-(4-amino-1-oxoisoindolin-2-yl)-2,6-dioxopiperidin-1-yl)pentyl)(methyl)carbamic acid tert-butyl ester C(C)(C)(C)OC(N(C)CCCCCN1C(C(CCC1=O)N1C(C2=CC=CC(=C2C1)N)=O)=O)=O